5-[4-(2,4,5-tricarboxybenzoyl)oxybutoxy-carbonyl]Benzene-1,2,4-tricarboxylic acid C(=O)(O)C1=C(C(=O)OCCCCOC(=O)C2=C(C=C(C(=C2)C(=O)O)C(=O)O)C(=O)O)C=C(C(=C1)C(=O)O)C(=O)O